C(=O)(OC(C)(C)C)N([C@H](C)C(=O)O)C boc-N-methyl-D-alanine